(trifluoromethyl)-1,3-oxazole-5-carboxamide FC(F)(F)C=1OC(=CN1)C(=O)N